C(C)OC(\C=C(\CO)/C)=O (E)-4-hydroxy-3-methyl-2-butenoic acid ethyl ester